CN1C(C=CC(=C1)C1=NN(N=C1COC1=CC=C(C=C1)C1=NC2=CC=CC=C2C=C1C)C)=O 1-methyl-5-(2-methyl-5-{[4-(3-methylquinolin-2-yl)phenoxy]methyl}-2H-1,2,3-triazol-4-yl)pyridin-2(1H)-one